FC(OC1=C2C=C(NC2=CC=C1)C(=O)N1[C@@H]([C@@H]2[C@H](C1)CCC2)C(=O)N[C@H](CO)C[C@H]2C(NCC2)=O)F (1S,3aR,6aS)-2-(4-(difluoromethoxy)-1H-indole-2-carbonyl)-N-((S)-1-hydroxy-3-((S)-2-oxopyrrolidin-3-yl)propan-2-yl)octahydrocyclopenta[c]Pyrrole-1-carboxamide